C(C)(C)(C)OC(=O)N1C[C@H](C[C@@H](C1)F)NC1=NC2=C(C=C(C=C2C=N1)Br)CC (3S,5S)-3-((6-bromo-8-ethylquinazolin-2-yl)amino)-5-fluoropiperidine-1-carboxylic acid tert-butyl ester